OC1C([C@@H](O[C@@H]1CON(CC(CCCCCCCC\C=C/C\C=C/CCCCC)CCCCCCCC\C=C/C\C=C/CCCCC)C)N1C(NC(C=C1)=O)=O)OC 1-[(2R,5R)-4-hydroxyl-3-methoxy-5-[[methyl-[(11Z,14Z)-2-[(9Z,12Z)-octadeca-9,12-dienyl]icosa-11,14-dienyl]amino]oxymethyl]tetrahydrofuran-2-yl]pyrimidine-2,4-dione